2-(4-methoxy-6-methylpyrimidin-5-yl)-4-(4-(1-methyl-4-(trifluoromethyl)-1H-imidazol-2-yl)benzyl)-4,5,6,7-tetrahydropyrazolo[1,5-a]pyrimidine COC1=NC=NC(=C1C1=NN2C(N(CCC2)CC2=CC=C(C=C2)C=2N(C=C(N2)C(F)(F)F)C)=C1)C